COC=1C=C2C(=NC(=NC2=CC1OC)C)N[C@H](C)C=1C=C(C=CC1)C1=CC(=CC=C1)C(=O)N(C)C 3'-{(1R)-1-[(6,7-dimethoxy-2-methylquinazolin-4-yl)amino]-ethyl}-N,N-di-methylbiphenyl-3-carboxamide